COC1=NC=C(C=C1S(=O)(=O)C1OC2(CC1NCCOC)CCNCC2)C ((2-methoxy-5-methylpyridin-3-yl)sulfonyl)-N-(2-methoxyethyl)-1-oxa-8-azaspiro[4.5]decan-3-amine